Benzyl (3-((3-(benzo[d]thiazol-2-yl)-6-(oxetan-3-yl)-4,5,6,7-tetrahydrothieno[2,3-c]pyridin-2-yl)amino)-3-oxopropyl)(sec-butyl)carbamate S1C(=NC2=C1C=CC=C2)C2=C(SC=1CN(CCC12)C1COC1)NC(CCN(C(OCC1=CC=CC=C1)=O)C(C)CC)=O